Ethyl 3-(2,4-dichloro-6-methylpyrimidin-5-yl)propanoate ClC1=NC(=C(C(=N1)Cl)CCC(=O)OCC)C